tert-Butyl (2-(3-aminophenyl)butan-2-yl)carbamate NC=1C=C(C=CC1)C(C)(CC)NC(OC(C)(C)C)=O